2-((2S,4S)-1-acryloyl-4-(8-chloro-4-(((S)-1-(dimethyl-amino)propan-2-yl)oxy)-6-fluoro-7-(4-fluorophenyl)-1H-imidazo[4,5-c]quinolin-1-yl)piperidin-2-yl)acetonitrile C(C=C)(=O)N1[C@@H](C[C@H](CC1)N1C=NC=2C(=NC=3C(=C(C(=CC3C21)Cl)C2=CC=C(C=C2)F)F)O[C@H](CN(C)C)C)CC#N